Butyl-5-(diaminomethylene)-3-(3-oxo-2-azadispiro[4.1.57.15]tridecan-10-yl)pyrimidine-2,4,6(1H,3H,5H)-trione C(CCC)N1C(N(C(C(C1=O)=C(N)N)=O)C1CCC2(CC3(CC(NC3)=O)C2)CC1)=O